N5,N6-bis(2-(trifluoromethoxy)phenyl)-[1,2,5]oxadiazolo[3,4-b]pyrazine-5,6-diamine FC(OC1=C(C=CC=C1)NC1=NC=2C(N=C1NC1=C(C=CC=C1)OC(F)(F)F)=NON2)(F)F